[OH-].CN1C=[N+](C=C1)C(C)C N-methyl-N'-isopropylimidazolium hydroxide